ClCCCC1=NC=NS1 5-(3-chloroprop-1-yl)-1,2,4-thiadiazole